N-(3-chloro-5-(methylsulfonamido)phenyl)-1-(5-ethoxypyrimidin-2-yl)-5-methyl-1H-pyrrole-3-carboxamide ClC=1C=C(C=C(C1)NS(=O)(=O)C)NC(=O)C1=CN(C(=C1)C)C1=NC=C(C=N1)OCC